[In].[Pb].[Sn].[Bi] bismuth-stannum-plumbum-indium